N,3-dimethyl-butanamide CNC(CC(C)C)=O